2-chloro-5-(3-cyclopropylphenoxy)-N-[2-(3,5-dimethylphenyl)ethyl]pyridine-4-carboxamide ClC1=NC=C(C(=C1)C(=O)NCCC1=CC(=CC(=C1)C)C)OC1=CC(=CC=C1)C1CC1